2-chloro-4-(biphenyl-4-yl)6-phenyl-1,3,5-triazine ClC1=NC(=NC(=N1)C1=CC=C(C=C1)C1=CC=CC=C1)C1=CC=CC=C1